C(C)C(COC(=O)C1=CNC=C1C1=CC=CC=C1)CCCC 4-phenyl-1H-pyrrole-3-carboxylic acid 2-ethylhexyl ester